O1C(=CC=C1)C1=NN=C2SCCCN21 3-(furan-2-yl)-6,7-dihydro-5H-[1,2,4]triazolo[3,4-b][1,3]thiazine